CC[C@H]1CC[C@H]2[C@@H]3CC[C@H]4CCCC[C@]4(C)[C@H]3CC[C@]12C 5a-Pregnan